C(C)(C)(C)N1N=C2N=CC(=CC2=C1F)B1OC(C(O1)(C)C)(C)C 2-tert-butyl-3-fluoro-5-(4,4,5,5-tetramethyl-1,3,2-dioxaborolan-2-yl)-2H-pyrazolo[3,4-b]pyridine